C(C)(C)=C1C2C=CC(C1)C2 5-Isopropylidene-2-norbornene